C(C)(C)N1N=CC(=C1C1=NN2C(N(C(CC2)=O)CC2=CC=C(C=C2)N2N=C(C=C2C)C(F)(F)F)=C1)C 2-(1-isopropyl-4-methyl-1H-pyrazol-5-yl)-4-(4-(5-methyl-3-(trifluoromethyl)-1H-pyrazol-1-yl)benzyl)-6,7-dihydropyrazolo[1,5-a]pyrimidin-5(4H)-one